3-[4-[4-(dimethoxymethyl)-1-piperidyl]-5-fluoro-3-methyl-2-oxo-benzimidazol-1-yl]-1-[(4-methoxyphenyl)methyl]piperidine-2,6-dione COC(C1CCN(CC1)C1=C(C=CC=2N(C(N(C21)C)=O)C2C(N(C(CC2)=O)CC2=CC=C(C=C2)OC)=O)F)OC